O[C@@H]1C[C@@H](CC[C@H]1C)NC1=NC(=NC=C1C(=O)N)N[C@H]1CC=2C=CC=NC2CC1 4-((1R,3R,4R)-3-hydroxy-4-methylcyclohexylamino)-2-((R)-5,6,7,8-tetrahydroquinolin-6-ylamino)pyrimidine-5-carboxamide